OC=1C(=C(C(=O)C2=CC=CC=C2)C=CC1OCC)O dihydroxy-4-ethoxybenzophenone